(S)-6-(3-amino-6-(3-(dimethylamino)-2,3-dihydrobenzofuran-5-yl)-5-fluoropyrazin-2-yl)isoquinolin-1(2H)-one NC=1C(=NC(=C(N1)F)C=1C=CC2=C([C@@H](CO2)N(C)C)C1)C=1C=C2C=CNC(C2=CC1)=O